tert-butyl (2-chloro-4-(N-(2,4-dimethoxybenzyl)-N-(1,2,4-thiadiazol-5-yl)sulfamoyl)-5-fluorophenyl)(4-hydroxybutyl)carbamate ClC1=C(C=C(C(=C1)S(N(C1=NC=NS1)CC1=C(C=C(C=C1)OC)OC)(=O)=O)F)N(C(OC(C)(C)C)=O)CCCCO